1,4-benzodioxan-6-carboxaldehyde O1CCOC2=C1C=CC(=C2)C=O